N[C@H](C(=O)O)COC (S)-2-amino-3-methoxypropanoic acid